(fluoro(2-(((3S,6S,9aS)-3-(3-(2-fluorophenyl)azetidine-1-carbonyl)-5-oxooctahydro-1H-pyrrolo[1,2-a]azepin-6-yl)carbamoyl)benzo[b]thiophen-5-yl)methyl)phosphonic acid FC(C1=CC2=C(SC(=C2)C(N[C@H]2CCC[C@@H]3N(C2=O)[C@@H](CC3)C(=O)N3CC(C3)C3=C(C=CC=C3)F)=O)C=C1)P(O)(O)=O